2-amino-3-((S)-2-oxo-pyrrolin-3-yl)propionitrile NC(C#N)C[C@H]1C(NCC1)=O